4-(piperidin-4-ylmethoxy)piperidine-1-carboxylic acid-2,2,6,6-d4 N1CCC(CC1)COC1CC(N(C(C1)([2H])[2H])C(=O)O)([2H])[2H]